Tert-butyl (R)-(1-methoxy-2-methylhexan-2-yl)carbamate COC[C@](CCCC)(C)NC(OC(C)(C)C)=O